6-[5-(5-chloro-2-fluoro-phenyl)-1H-imidazol-4-yl]-N-[2-(4-isopropylpiperazin-1-yl)ethyl]-1,5-naphthyridin-3-amine ClC=1C=CC(=C(C1)C1=C(N=CN1)C=1N=C2C=C(C=NC2=CC1)NCCN1CCN(CC1)C(C)C)F